4-undecyl-2,6-di-tert-butylphenol C(CCCCCCCCCC)C1=CC(=C(C(=C1)C(C)(C)C)O)C(C)(C)C